C1=CC=CCCCC1 1,3-cyclooctadiene